BrC=1C=NC=2C(N(C=CC2C1)C=1N=C(OC1C1=CC=CC=C1)C1=CC=CC=C1)=O 3-bromo-7-(2,5-diphenyloxazol-4-yl)-1,7-naphthyridin-8(7H)-one